N-(2-chloropyrimidin-5-yl)isoquinolin-1-amine ClC1=NC=C(C=N1)NC1=NC=CC2=CC=CC=C12